2-phenyl-2-(piperazin-1-yl)acetic acid methyl ester hydrochloride Cl.COC(C(N1CCNCC1)C1=CC=CC=C1)=O